aluminum bis(ethylacetylacetate) C(C)C(C(=O)[O-])C(C)=O.C(C)C(C(=O)[O-])C(C)=O.[Al+2]